N-(1-(2-bromopyridin-4-yl)-2,2-dimethylpropyl)-N,2-dimethylpropane-2-sulfinamide BrC1=NC=CC(=C1)C(C(C)(C)C)N(S(=O)C(C)(C)C)C